C(C)(C)(C)OC(=O)N1C[C@@H]([C@@H](CC1)NC1=NC(=NC=C1C(=O)O)Cl)F 4-(((3S,4R)-1-(tert-butoxycarbonyl)-3-fluoropiperidin-4-yl)amino)-2-chloropyrimidine-5-carboxylic acid